FC1([C@@H](CN(C1)C1COC1)NC1=NN2C(C(=N1)NC)=C(C=C2)C2=CC=C1C(=N2)N(C(=N1)C)CC(F)F)F (R)-N2-(4,4-Difluoro-1-(oxetan-3-yl)pyrrolidin-3-yl)-5-(3-(2,2-difluoroethyl)-2-methyl-3H-imidazo[4,5-b]pyridin-5-yl)-N4-methylpyrrolo[2,1-f][1,2,4]triazine-2,4-diamine